N-methyl-3-(pyridin-2-yl)-1-(4-(trifluoromethyl)phenyl)-1H-indole-5-sulfonamide CNS(=O)(=O)C=1C=C2C(=CN(C2=CC1)C1=CC=C(C=C1)C(F)(F)F)C1=NC=CC=C1